CN1C=CC2=CC(=CC=C12)C(C)O (1-methylindol-5-yl)ethan-1-ol